4,6-di-t-pentylphenyl acrylate C(C=C)(=O)OC1=CC=C(C=C1C(C)(C)CC)C(C)(C)CC